NC1=NC(=C2N=CN(C2=N1)[C@H]1C=C[C@H](C1)COP(=O)(OC1=CC=CC=C1)N[C@@H](C)C(=O)OC)OC methyl ((((1S,4R)-4-(2-amino-6-methoxy-9H-purin-9-yl) cyclopent-2-en-1-yl) methoxy) (phenoxy) phosphoryl)-L-alaninate